NC1=C(C=C(C=N1)C=1N=CN2C1N(C(C1=CC(=CC(=C21)C(C)NC=2C(=NC(=CC2)Cl)C=2N=NN(N2)C([2H])([2H])[2H])C)=O)C)F 3-(6-amino-5-fluoropyridin-3-yl)-9-(1-((6-chloro-2-(2-(methyl-d3)-2H-tetrazol-5-yl)pyridin-3-yl)amino)ethyl)-4,7-dimethylimidazo[1,5-a]quinazolin-5(4H)-one